(S)-N-(1''-(2-(cyclopentyl(hydroxy)methyl)isonicotinoyl)dispiro[cyclopropane-1,1'-cyclohexane-4',3''-indolin]-5''-yl)methanesulfonamide C1(CCCC1)[C@@H](C=1C=C(C(=O)N2CC3(C4=CC(=CC=C24)NS(=O)(=O)C)CCC2(CC3)CC2)C=CN1)O